C1(CC1)S(=O)(=O)N1N=CC(=C1)C1=NC=CC(=N1)C1(C=C(C(=CN1)C1=NC=C(C=C1)C(C)(C)F)NC1CCC(CC1)CN(C)C)N 6'-(2-(1-(Cyclopropylsulfonyl)-1H-pyrazol-4-yl)pyrimidin-4-yl)-N4'-((1s,4s)-4-((dimethylamino)methyl)cyclohexyl)-5-(2-fluoropropan-2-yl)-[2,3'-bipyridine]-4',6'-diamine